5-(Methylsulfonyl)-2'-(5-(trifluoromethyl)-1H-imidazol-2-yl)-3,4'-bipyridine CS(=O)(=O)C=1C=C(C=NC1)C1=CC(=NC=C1)C=1NC(=CN1)C(F)(F)F